C(C1=CC=CC=C1)N1CC2(C1)CC(C2)NC(=O)N2[C@H](CN([C@@H](C2)C)C2=NC=C(C=N2)C#N)C (2S,5R)-N-{2-benzyl-2-azaspiro[3.3]heptan-6-yl}-4-(5-cyanopyrimidin-2-yl)-2,5-dimethylpiperazine-1-carboxamide